C(CCCCCCCCCCCCCCCCC)(=O)OC1=CC=C(C=C1)C(C)(C)C 4-tert-butylphenyl stearate